COC1=C(C=CC(=C1)C1=C(C(=O)[O-])C=CC(=C1)OC(=O)OCCCCOC(C=C)=O)C1=C(C(=O)[O-])C=CC(=C1)OC(=O)OCCCCOC(C=C)=O 2-methoxybenzene-1,4-diylbis[4-({[4-(acryloyloxy) butoxy] carbonyl} oxy) benzoate]